Cl.FC=1C=C(C=CC1F)[C@]1(C[C@@H](NCC1)C)C(=O)OC methyl (2S,4S)-4-(3,4-difluorophenyl)-2-methylpiperidine-4-carboxylate hydrochloride salt